ClCC=1C=CC(=NC1)NC1C(NC(CC1)=O)=O 3-((5-(Chloromethyl)pyridin-2-yl)amino)piperidine-2,6-dione